C(C)P([O-])([O-])=O.[Mg+2] magnesium ethylphosphonate